Dimethyl L-tartrate C(=O)(OC)[C@H](O)[C@@H](O)C(=O)OC